CC(C(C)N)O methyl-2-aminopropanol